C(CCC)NC(=O)NS(=O)(=O)C1=C(C=C(C=C1)C(F)(F)F)N1CCN(CC1)CC1=NC2=C(N1C)C=CC=C2 1-butyl-3-[2-[4-[(1-methylbenzimidazol-2-yl)methyl]-piperazin-1-yl]-4-(trifluoromethyl)-phenyl]sulfonyl-urea